N1CCC2=CC(=CC=C12)N1C(=NC=2C1=NC(=CC2)C2=CC(=NC=C2)NC(OC(C)(C)C)=O)C tert-butyl (4-(3-(indolin-5-yl)-2-methyl-3H-imidazo[4,5-b]pyridin-5-yl)pyridin-2-yl)carbamate